CC1(C2C3C4C=CC(C3C(C1)C2)C4)CCCCC(=O)O 8-methyl-8-carboxyn-butyltetracyclo[4.4.0.12,5.17,10]-3-dodecene